[Li+].N=1C=C(N2C1C=CC=C2)C(=O)NCC=2C=C(C(=O)[O-])C=CC2CCC 3-((imidazo[1,2-a]pyridine-3-carboxamido)methyl)-4-propylbenzoic acid lithium salt